2-chloro-4-fluoro-5-hydroxy-3-methylbenzamide ClC1=C(C(=O)N)C=C(C(=C1C)F)O